3-(7-(8-ethyl-7-fluoro-3-hydroxynaphthalen-1-yl)-8-fluoro-2-(((2R,7aS)-2-fluorohexahydro-1H-pyrrolizin-7a-yl)methoxy)pyrido[4,3-d]pyrimidin-4-yl)-3-azabicyclo[3.2.1]octan-6-ol C(C)C=1C(=CC=C2C=C(C=C(C12)C1=C(C=2N=C(N=C(C2C=N1)N1CC2CC(C(C1)C2)O)OC[C@]21CCCN1C[C@@H](C2)F)F)O)F